2-chloro-5-fluoro-6-methoxypyridine-3,4-dicarboxylic acid dimethyl ester COC(=O)C=1C(=NC(=C(C1C(=O)OC)F)OC)Cl